FC=1C=C(C=C(C1OC1=CC=NC2=CC(=C(C=C12)O[C@@H](CO)C)OC)F)NC(=O)C=1C=NC=CC1OC (R)-N-(3,5-difluoro-4-{[6-((1-hydroxy-propan-2-yl)oxy)-7-methoxyquinolin-4-yl]oxy}phenyl)-4-methoxypyridine-3-carboxamide